(E)-4-bromo-1-(3-fluoroazetidin-1-yl)but-2-en-1-one BrC/C=C/C(=O)N1CC(C1)F